[Na].NC(=O)N urea, sodium salt